NC1=CC(=C(C=C1)O)C=1N=C2N(C=CN=C2)C1 4-amino-2-(imidazo[1,2-a]pyrazin-2-yl)phenol